Phenanthren C1=CC=CC=2C3=CC=CC=C3C=CC12